2-fluoro-N-((1R)-2-(2-methyl-1,3-dioxo-4-phenyl-2,8-diazaspiro[4.5]decan-8-yl)-2-oxo-1-phenylethyl)-5-(trifluoromethyl)benzamide FC1=C(C(=O)N[C@@H](C(=O)N2CCC3(C(C(N(C3=O)C)=O)C3=CC=CC=C3)CC2)C2=CC=CC=C2)C=C(C=C1)C(F)(F)F